(5-amino-[1,2,4]triazolo[4,3-c]quinazolin-9-yl)(3-methyl-5-(4-(trifluoromethyl)phenyl)morpholino)methanone NC1=NC=2C=CC(=CC2C=2N1C=NN2)C(=O)N2C(COCC2C2=CC=C(C=C2)C(F)(F)F)C